2-(5-fluorothiophen-2-yl)-4,4,5,5-tetramethyl-1,3,2-dioxaborolane FC1=CC=C(S1)B1OC(C(O1)(C)C)(C)C